FC1=CC=C(CC=2C(=NC=CN2)NCC2N(CCC2)C)C=C1 3-(4-fluorobenzyl)-N-((1-methylpyrrolidin-2-yl)methyl)pyrazin-2-amine